tert-butyl (2R,4R)-4-((tert-butyldimethylsilyl)oxy)-2-formylpyrrolidine-1-carboxylate [Si](C)(C)(C(C)(C)C)O[C@@H]1C[C@@H](N(C1)C(=O)OC(C)(C)C)C=O